CC=1C=CC=2C(C3=CC=C(C=C3S(C2C1)(=O)=O)C)NC(=O)C=1C(NC(=CC1)C(F)(F)F)=O N-(3,6-dimethyl-10,10-dioxido-9H-thioxanthen-9-yl)-2-oxo-6-(trifluoromethyl)-1,2-dihydropyridine-3-carboxamide